C(#N)C=1C=C(C=CC1)S(=O)(=O)C(C)(F)C1CCN(CC1)C(=O)NC=1C=NC(=CC1)F 4-(1-((3-cyanophenyl)sulfonyl)-1-fluoroethyl)-N-(6-fluoro-pyridin-3-yl)piperidine-1-carboxamide